dihydromorphine C1=CC(O)=C2C=3[C@@]45[C@@H](O2)[C@@H](O)CC[C@H]4[C@@H](CC13)N(C)CC5